COC1=CC=C(C=C1)C1=C(C=NN1)C=O 5-(4-methoxyphenyl)-1H-pyrazole-4-formaldehyde